N1N=CC(=C1)C1=CC=C(C=C1)NC1=NC(=NC=C1)C1=CC=C2C=C(NC2=C1)C(=O)N1CC(CCC1)N1CCN(CC1)C (6-(4-((4-(1H-pyrazol-4-yl)phenyl)amino)pyrimidin-2-yl)-1H-indol-2-yl)(3-(4-methylpiperazin-1-yl)piperidin-1-yl)methanone